6-(3-ethyl-4-(1H-pyrazol-4-yl)phenyl)-4-(3-fluoro-5-methoxybenzyl)-4,6-diazaspiro[2.4]heptan-5-one C(C)C=1C=C(C=CC1C=1C=NNC1)N1C(N(C2(CC2)C1)CC1=CC(=CC(=C1)OC)F)=O